CC=CB(O)O 2-methyl-vinylboronic acid